C1(=CC(=CC=C1)N1C2=CC=CC=C2C2=C1C=CC=1B3C=4C(=CC(=CC4N(C21)C2=CC=C(C=C2)C2=CC=CC=C2)N2C1=CC=CC=C1C=1C=CC=CC21)N(C2=CC(=CC=C23)N2C3=CC=CC=C3C=3C=CC=CC23)C2=CC=C(C=C2)C2=CC=CC=C2)C2=CC=CC=C2 16-([1,1'-biphenyl]-3-yl)-5,9-bis([1,1'-biphenyl]-4-yl)-7,11-bis(9H-carbazol-9-yl)-5,16-dihydro-9H-5,9,16-triaza-13b-boraindeno[1,2-a]naphtho[1,2,3-fg]anthracene